(S)-N-(1-cyclohexyl-2-((4-(3,5-dimethyl-1H-pyrazol-4-yl)phenyl)amino)-2-oxoethyl)-1-(penta-1,4-dien-3-yl)-1H-pyrazole-5-carboxamide C1(CCCCC1)[C@@H](C(=O)NC1=CC=C(C=C1)C=1C(=NNC1C)C)NC(=O)C1=CC=NN1C(C=C)C=C